L-glycyl-L-leucine NCC(=O)N[C@@H](CC(C)C)C(=O)O